BrC=1C=CC(=C(OCCN2CC(CC2)C(=O)O)C1)C=1OC2=C(C=CC=C2C(C1)=O)Cl 1-[2-[5-bromo-2-(8-chloro-4-oxo-chromen-2-yl)phenoxy]ethyl]pyrrolidine-3-carboxylic acid